3-(4-methoxyphenyl)-2-phenylquinazolin-4(3H)-one COC1=CC=C(C=C1)N1C(=NC2=CC=CC=C2C1=O)C1=CC=CC=C1